N1(CCC1)C(=O)C1=C(C(=CC=2N1N=CC2)Br)NC(=O)C2=CC(=NN2C2=NC=CC=C2Cl)Br N-(7-(azetidine-1-carbonyl)-5-bromopyrazolo[1,5-a]pyridin-6-yl)-3-bromo-1-(3-chloropyridin-2-yl)-1H-pyrazole-5-carboxamide